(S)-(tetrahydrofuran-2-yl)methan-d2-amine O1[C@@H](CCC1)C(N)([2H])[2H]